4-((4-Chloro-2-(N-methylmethylsulfonamido)phenyl)amino)-N-ethoxy-6-((5-cyanopyridin-2-yl)amino)nicotinamide ClC1=CC(=C(C=C1)NC1=CC(=NC=C1C(=O)NOCC)NC1=NC=C(C=C1)C#N)N(S(=O)(=O)C)C